F[C@H]1[C@H]2CC[C@@H](C[C@@H]1N(C=1N=NC(=CN1)C=1C=C3C=CN=CC3=CC1O)C)N2 6-(3-(((1R,2S,3S,5S)-2-fluoro-8-azabicyclo[3.2.1]octan-3-yl)(methyl)amino)-1,2,4-triazin-6-yl)isoquinolin-7-ol